OC=1C=C2C(N(C=NC2=CC1)C1=CC=C(C=C1)N1CCC(CC1)OC1CCN(CC1)C=1C=C2CN(C(C2=CC1)=O)C1C(NC(CC1)=O)=O)=O 3-{5-[4-({1-[4-(6-hydroxy-4-oxoquinazolin-3-yl)phenyl]piperidin-4-yl}oxy)piperidin-1-yl]-1-oxo-3H-isoindol-2-yl}piperidine-2,6-dione